C(C)(C)(C)OC(=O)N1CCN(CC1)CC1(CCN(CC1)C=1C=CC(=NC1)NC=1C=CC=C2CN(C(C12)=O)C(=O)OC(C)(C)C)O tert-butyl 7-{[5-(4-{[4-(tert-butoxycarbonyl)piperazin-1-yl]methyl}-4-hydroxypiperidin-1-yl)pyridin-2-yl]amino}-1-oxo-3H-isoindole-2-carboxylate